1,4-dihydro-4-methyl-5H-tetrazol-5-one CN1N=NNC1=O